OC1=CC(=C(C=C1)N1N=CC(=C1)C(=O)OC(C)(C)C)C=1C=NN(C1)C tert-butyl 1-(4-hydroxy-2-(1-methyl-1H-pyrazol-4-yl)phenyl)-1H-pyrazole-4-carboxylate